C(CCCCCCC(=O)[O-])C(=O)[O-] heptane-1,7-dicarboxylate